tert-butyl (2R)-6-(benzyloxy)-2-{[(tert-butoxycarbonyl)(butyl)amino]methyl}-5-[(2-tert-butoxy-2-oxoethyl)amino]-4-fluoro-2,3-dihydro-1H-indole-1-carboxylate C(C1=CC=CC=C1)OC1=C(C(=C2C[C@@H](N(C2=C1)C(=O)OC(C)(C)C)CN(CCCC)C(=O)OC(C)(C)C)F)NCC(=O)OC(C)(C)C